1-Tert-butyl 3-bromo-4-ethyl-pyrrolidine-1-carboxylate BrC1CN(CC1CC)C(=O)OC(C)(C)C